(S)-4-amino-6-((1-(3-chloro-2-(methyl-d3)-5-phenylpyrazolo[1,5-a]pyrimidin-6-yl)ethyl)amino)pyrimidine-5-carbonitrile NC1=NC=NC(=C1C#N)N[C@@H](C)C=1C(=NC=2N(C1)N=C(C2Cl)C([2H])([2H])[2H])C2=CC=CC=C2